C(C)(C)(C)OC(=O)NCCCCCCCCN(C(CCCC(=O)OC1CCC2C3CCC4CCCC4C3CC=C2C1)=O)CCCNC(=O)OC(C)(C)C 2,3,4,7,8,9,10,11,12,13,14,15,16,17-tetradecahydro-1H-cyclopenta[a]phenanthren-3-yl 5-((8-((tert-butoxycarbonyl)amino)octyl)(3-((tert-butoxycarbonyl)amino)propyl)amino)-5-oxopentanoate